ClC1=CC2=C(SC(=C2C)S(=O)(=O)N2CCN(CC2)C2=C(C=CC=C2)/C=C/C(=O)NO)C=C1 (E)-3-(2-(4-((5-chloro-3-methylbenzo[b]thiophen-2-yl)sulfonyl)piperazin-1-yl)phenyl)-N-hydroxyacrylamide